C(=O)C1=C(C(=CC=C1)C(F)(F)F)NC(OC(C)(C)C)=O TERT-BUTYL 2-FORMYL-6-(TRIFLUOROMETHYL)PHENYLCARBAMATE